CC1=CC=C(COC=2C=C(C=CC2)CCCN)C=C1 3-(3-(4-methylbenzyloxy)phenyl)propan-1-amine